1,5-dihydrobenzo[1,2-d:4,5-d']bis[1,2,3]triazole N1N=NC2=C1C=C1N=NNC1=C2